5-bromo-2-chloro-N-cyclopropyl-4-methylbenzamide BrC=1C(=CC(=C(C(=O)NC2CC2)C1)Cl)C